4-bromo-3,6-dihydro-2H-thiopyran 1,1-dioxide BrC=1CCS(CC1)(=O)=O